IC=1C(=NN(C1C)C1CC2(CN(C2)C(=O)OC(C)(C)C)C1)N1C(CC2(CC(N(C2)C)=O)CC1)(C)C Tert-butyl 6-(4-iodo-5-methyl-3-(2,7,7-trimethyl-3-oxo-2,8-diazaspiro[4.5]decan-8-yl)-1H-pyrazol-1-yl)-2-azaspiro[3.3]heptane-2-carboxylate